N1N=CN=C1SC#N 1H-1,2,4-triazole-5-yl thiocyanate